C(OC(CCCCCCC)=O)([O-])=O octanoyl carbonate